(R/S)-6-bromo-N-(1-(3-(difluoromethyl)-5-nitrophenyl)ethyl)-2-methyl-8,9-dihydro-7H-cyclopenta[H]quinazolin-4-amine BrC=1C=C2C(=NC(=NC2=C2C1CCC2)C)N[C@H](C)C2=CC(=CC(=C2)[N+](=O)[O-])C(F)F |r|